(1S,3R)-3-(2-((tert-butyldiphenylsilyl)oxy)ethyl)cyclohexan-1-ol [Si](C1=CC=CC=C1)(C1=CC=CC=C1)(C(C)(C)C)OCC[C@@H]1C[C@H](CCC1)O